N-[(3S)-9-fluoro-2-oxo-5-phenyl-1,3-dihydro-1,4-benzodiazepin-3-yl]-2-(2-fluorophenyl)-6-methylimidazo[1,2-b]pyridazine-3-carboxamide FC1=CC=CC=2C(=N[C@@H](C(NC21)=O)NC(=O)C2=C(N=C1N2N=C(C=C1)C)C1=C(C=CC=C1)F)C1=CC=CC=C1